FC1=C(OC=2C(=C(C=NC2)B(O)O)C)C=CC(=C1)OC [5-(2-fluoro-4-methoxy-phenoxy)-4-methyl-3-pyridyl]boronic acid